C1(CC1)C1=NN(C(=C1)NC(C1=CC(=C(C=C1)C)[C@H]1CN(CC1)C=1C=NC=NC1)=O)C (S)-N-(3-cyclopropyl-1-methyl-1H-pyrazol-5-yl)-4-methyl-3-(1-(pyrimidin-5-yl)pyrrolidin-3-yl)benzamide